2-(4-(6-((2-fluoro-4-chlorobenzofuran-7-yl)methoxy)pyridin-2-yl)-2,6-difluorobenzyl)-1-((oxetan-2-yl)methyl)-3-oxo-2,3-dihydro-1H-indazole-6-carboxylic acid FC=1OC2=C(C1)C(=CC=C2COC2=CC=CC(=N2)C2=CC(=C(CN1N(C3=CC(=CC=C3C1=O)C(=O)O)CC1OCC1)C(=C2)F)F)Cl